2-(3,5-dichloro-4-((1-(1-(difluoromethyl)cyclopropyl)-1H-benzo[d]imidazol-6-yl)oxy)phenyl)-3,5-dioxo-2,3,4,5-tetrahydro-1,2,4-triazine-6-carbonitrile ClC=1C=C(C=C(C1OC=1C=CC2=C(N(C=N2)C2(CC2)C(F)F)C1)Cl)N1N=C(C(NC1=O)=O)C#N